IC1CN(CC1)C(=O)OCC[Si](C)(C)C 2-trimethylsilylethyl 3-iodopyrrolidine-1-carboxylate